C(CC=C)OC=1C=2N(C(=C(N1)C=1C=C(C=NC1OC)[C@@H](C)N(S(=O)C(C)(C)C)CC)C)C=CN2 N-((R)-1-(5-(8-(but-3-en-1-yloxy)-5-methylimidazo[1,2-a]pyrazin-6-yl)-6-methoxypyridin-3-yl)ethyl)-N-ethyl-2-methylpropane-2-sulfinamide